CNS(=O)(=O)C1=CC(=C(C=C1)NCC1=CC=C(C=C1)C(F)(F)F)C=1N=CN(C1)C([2H])([2H])[2H] N-Methyl-3-[1-(trideuteriomethyl)imidazol-4-yl]-4-[[4-(trifluoromethyl)phenyl]methylamino]benzenesulfonamide